(4-bromophenyl)-4-chloro-6-(tetrahydro-2H-thiopyran-4-yl)nicotinonitrile BrC1=CC=C(C=C1)C1=C(C#N)C(=CC(=N1)C1CCSCC1)Cl